CC1=CC(=NC=C1OC1=CC(=C2C(=N1)N(C=N2)C)NC2=NC=C(C=C2)C(=O)N2CCNCC2)C#N 4-methyl-5-[3-methyl-7-[[5-(piperazine-1-carbonyl)pyridin-2-yl]amino]imidazo[4,5-b]pyridin-5-yl]oxypyridine-2-carbonitrile